7-Bromo-2-phenyl-pyrido[1,2-a][1,3,5]triazin-4-on BrC=1C=CC=2N(C(N=C(N2)C2=CC=CC=C2)=O)C1